CC=1C=C(C(NC1)=O)[N+](=O)[O-] 5-methyl-3-nitropyridin-2(1H)-one